(2S)-2-({5-[(1S)-1-[(5-chloro-2-methylpyridin-3-yl)amino]ethyl]thiophen-2-yl}formamido)-3-cyclopentyl-N-(3-methylcyclobutyl)propanamide ClC=1C=C(C(=NC1)C)N[C@@H](C)C1=CC=C(S1)C(=O)N[C@H](C(=O)NC1CC(C1)C)CC1CCCC1